2-fluoro-5-(trifluoromethoxy)phenylacetamide FC1=C(C=C(C=C1)OC(F)(F)F)CC(=O)N